(2S)-(-)-1,1-butanediamine C(CCC)(N)N